(S)-4-((3-fluoropropyl)(4-(5,6,7,8-tetrahydro-1,8-naphthyridin-2-yl)butyl)amino)-2-((5-phenylpyrimidin-4-yl)amino)butanoic acid FCCCN(CC[C@@H](C(=O)O)NC1=NC=NC=C1C1=CC=CC=C1)CCCCC1=NC=2NCCCC2C=C1